4-(5-{[(5-chlorothiophen-2-yl)methyl]amino}-3-[1-(morpholine-4-carbonyl)piperidin-4-yl]-1H-pyrazole-1-carbonyl)-4-methylcyclohexan-1-ol ClC1=CC=C(S1)CNC1=CC(=NN1C(=O)C1(CCC(CC1)O)C)C1CCN(CC1)C(=O)N1CCOCC1